CN1C(OC(=C1)C)C(=O)O.FC=1C=C(C=CC1)C1(CCOCC1)C(=O)N 4-(3-fluorophenyl)tetrahydropyran-4-formamide 3,5-dimethyloxazoline-2-carboxylate